CC(=CCO)CCCC(C)(O)C 3,7-dimethyl-2-octene-1,7-diol